ClC=1C=C(C=C(C1OC=1N=NC(=C(C1)C1=CC=2CCCCC2C=C1)Cl)Cl)N1N=CC(NC1=O)=O 2-(3,5-dichloro-4-((6-chloro-5-(5,6,7,8-tetrahydronaphthalen-2-yl)pyridazin-3-yl)oxy)phenyl)-1,2,4-triazine-3,5(2H,4H)-dione